1-(3,5-dichlorophenyl)-N-{2-fluoro-3-[6-oxo-4-(trifluoromethyl)-1,6-dihydropyrimidin-2-yl]-4-(trifluoromethyl)benzyl}piperidine-4-carboxamide ClC=1C=C(C=C(C1)Cl)N1CCC(CC1)C(=O)NCC1=C(C(=C(C=C1)C(F)(F)F)C=1NC(C=C(N1)C(F)(F)F)=O)F